CC=1C(=C(C=C(C1)C)O)C1=CC2=C(N=N1)N(C=N2)CC2CCN(CC2)C 3,5-Dimethyl-2-{7-[(1-methylpiperidin-4-yl)methyl]-7H-imidazo[4,5-c]pyridazin-3-yl}phenol